(3R,3aS,6R,7aR)-perhydro-3,6-dimethyl-2-benzo[b]furanone C[C@@H]1[C@H]2[C@H](OC1=O)C[C@@H](CC2)C